C1(CC1)C1=NC=NC(=C1C1=NC=C(C(=N1)OCC1=C(C=C(C=C1)C=1N(C=C(N1)C(F)(F)F)C)CC(F)(F)F)OC)OC 2-(4-cyclopropyl-6-methoxy-pyrimidin-5-yl)-5-methoxy-4-[[4-[1-methyl-4-(trifluoromethyl)imidazol-2-yl]-2-(2,2,2-trifluoroethyl)phenyl]methoxy]pyrimidine